1,17-bis(2-octylcyclopropyl)heptadecan-9-yl-4-(dimethylamino)butanoate C(CCCCCCC)C1C(C1)CCCCCCCCC(CCCCCCCCC1C(C1)CCCCCCCC)OC(CCCN(C)C)=O